ClC=1C(=NC=CC1C1=NC(=C(C=C1)CNC[C@H]1CCC(N1)=O)OC)C1=C(C(=CC=C1)NC1=NC=CC(=C1F)CNCCO)F (R)-5-((((3'-chloro-2'-(2-fluoro-3-((3-fluoro-4-(((2-hydroxyethyl)amino)methyl)pyridin-2-yl)amino)phenyl)-6-methoxy-[2,4'-bipyridin]-5-yl)methyl)amino)methyl)pyrrolidin-2-one